((1S,4R)-5-(2,6-dichloropyrimidin-4-yl)-2-oxa-5-azabicyclo[2.2.1]Hept-4-yl)methanol methyl-5-bromo-1-(tetrahydro-2H-pyran-2-yl)-1H-indazole-6-carboxylate CC1=NN(C2=CC(=C(C=C12)Br)C(=O)OC[C@@]12CO[C@H](CN1C1=NC(=NC(=C1)Cl)Cl)C2)C2OCCCC2